FC(OC=1C=C(C=CC1)C1=NN(C=C1)C1=CC(=C2C(=N1)N(C=N2)CC2(CC2)C#N)N2CCOCC2)F 1-((5-(3-(3-(difluoromethoxy)phenyl)-1H-pyrazol-1-yl)-7-morpholino-3H-imidazo[4,5-b]pyridin-3-yl)methyl)cyclopropanecarbonitrile